(6aR)-1-(2,2-dimethylmorpholino)-4-fluoro-3-(2-fluoro-6-hydroxyphenyl)-6,6a,7,8,9,10-hexahydro-12H-pyrazino[2,1-c]pyrido[3,4-f][1,4]oxazepin-12-one CC1(OCCN(C1)C1=NC(=C(C2=C1C(N1[C@@H](CO2)CNCC1)=O)F)C1=C(C=CC=C1O)F)C